(diethylamino)di(methoxymethyl)vinylsilane C(C)N(CC)[SiH2]C=C(COC)COC